1-hexadecyl-2-(4Z,7Z,10Z,13Z,16Z,19Z-docosahexaenoyl)-glycero-3-phosphoserine CCCCCCCCCCCCCCCCOC[C@H](COP(=O)(O)OC[C@@H](C(=O)O)N)OC(=O)CC/C=C\C/C=C\C/C=C\C/C=C\C/C=C\C/C=C\CC